C(C)(C)(C)C1=CC(=C2CCC(C2=C1)(C)C)N(C1=NC=C(C=N1)C(=O)O)CC(C)C 2-[(6-tert-butyl-1,1-dimethyl-2,3-dihydro-1H-inden-4-yl)(2-methylpropyl)amino]pyrimidine-5-carboxylic Acid